FC1=C(C=CC=C1C[C@@H]1N(CC2(CC2)[C@@H]1NS(=O)(=O)C)C(=O)N1[C@@H](CC1)CF)C1=CC=CC=C1 N-((6S,7S)-6-((2-fluoro-[1,1'-biphenyl]-3-yl)methyl)-5-((S)-2-(fluoromethyl)azetidine-1-carbonyl)-5-azaspiro[2.4]heptan-7-yl)methanesulfonamide